CN1N=CC(=C1)C1=CC=C(CNC2=NC=NC(=C2)C2=CN=C3N2C=CC(=C3)N3CC2(COC2)CC3)C=C1 [4-(1-methyl-1H-pyrazol-4-yl)-benzyl]-{6-[7-(2-oxa-6-aza-spiro[3.4]oct-6-yl)-imidazo[1,2-a]pyridin-3-yl]-pyrimidin-4-yl}-amine